tert-butyl (piperidin-4-yl)-carbamate N1CCC(CC1)NC(OC(C)(C)C)=O